2-ethoxy-5,6-dihydro-4H-1,3-oxazine C(C)OC=1OCCCN1